phosphorus(V) oxy chloride O(Cl)Cl.[P+5]